ClC1=NC=2C=CN=CC2C2=C1C=C(N2)C(=O)OCC ethyl 4-chloro-1H-pyrrolo[3,2-c][1,6]naphthyridine-2-carboxylate